BrC1CC(C(N1)=O)C 5-bromo-3-methyl-pyrrolidone